4-(tert-butyl)-2-(5,5,8,8-tetrakis(methyl-d3)-5,6,7,8-tetrahydronaphthalen-2-yl-1,4,6,6,7,7-d)-pyridine C(C)(C)(C)C1=CC(=NC=C1)C1=C(C=2C(C(C(C(C2C(=C1)[2H])(C([2H])([2H])[2H])C([2H])([2H])[2H])([2H])[2H])([2H])[2H])(C([2H])([2H])[2H])C([2H])([2H])[2H])[2H]